ClC1=C(C(=C2C(=N1)N(C=N2)[C@@H]2O[C@@H]([C@H]([C@H]2O)O)CO)N[C@@H](C)C2=CC=C(C=C2)F)C#N 5-chloro-3-((2R,3R,4S,5R)-3,4-dihydroxy-5-(hydroxymethyl)tetrahydrofuran-2-yl)-7-(((S)-1-(4-fluorophenyl)ethyl)amino)-3H-imidazo[4,5-b]pyridine-6-carbonitrile